Cl.CN1N=C2C(=CC(=CC2=C1)C1=CC2=C(C=N1)N=C(S2)C2CCNCC2)C(F)(F)F 6-[2-methyl-7-(trifluoromethyl)-2H-indazol-5-yl]-2-(piperidin-4-yl)[1,3]thiazolo[4,5-c]pyridine hydrochloride